S1C=C(C=C1)C1=C2NC=C(C[C@H](N)C(=O)O)C2=CC=C1 L-7-(Thiophen-3-yl)-tryptophan